4-(4-cyano-phenoxy)-2-methylphenylboronic acid C(#N)C1=CC=C(OC2=CC(=C(C=C2)B(O)O)C)C=C1